ClC=1C=C(C=2C(N1)=NNC2)C=2C=C(C=NC2)C2=CC=C(C=C2)N2C(CCC2)=O 1-(4-(5-(6-chloro-2H-pyrazolo[3,4-b]pyridin-4-yl)pyridin-3-yl)phenyl)pyrrolidin-2-one